[I-].C(CCC)[N+](CCCC)(CCCC)CCCC tetran-butylammonium iodide